C(C1=CC=CC=C1)OC(=O)N1[C@@H](CC(CC1)N1CCC1)C1=CC=C(C=C1)C(=O)OC (2S)-4-(azetidin-1-yl)-2-(4-(methoxycarbonyl)phenyl)piperidine-1-carboxylic acid benzyl ester